2-((S)-1-(1-(3-isopropyl-1,2,4-oxadiazol-5-yl)piperidin-4-yl)ethoxy)-5-(pyridin-4-yl)thiazolo[5,4-b]pyridine C(C)(C)C1=NOC(=N1)N1CCC(CC1)[C@H](C)OC=1SC2=NC(=CC=C2N1)C1=CC=NC=C1